FC=1C=C(C(=O)NC2CCC(CC2)O)C=C(C1)CN1C(C2=CC=C(C=C2C=C1)C=1C(=NOC1)C)=O 3-Fluoro-N-((1R,4R)-4-hydroxycyclohexyl)-5-((6-(3-methylisoxazol-4-yl)-1-oxoisoquinolin-2(1H)-yl)methyl)benzamide